1,11a-dihydro-5H-benzo[e]pyrrolo[1,2-a][1,4]diazepine-5,11(10H)-dione C1C=CN2C1C(NC1=C(C2=O)C=CC=C1)=O